ammonium oleic acid C(CCCCCCC\C=C/CCCCCCCC)(=O)O.[NH4+]